C1=CC=CC=2C=3C=4C(=C5C(C3CC12)=CC=1C=CC=CC15)C=C1C=CC=CC14 Bis-Indenofluoren